ClC(C(O[C@@H]1[C@H](OC)[C@H]([C@@H](OC(C)=O)[C@H](O1)COC(C)=O)N=[N+]=[N-])=N)(Cl)Cl 4,6-Di-O-acetyl-3-azido-3-deoxy-2-O-methyl-α-D-galactopyranosyl Trichloroacetimidate